ClC=1C(=CC2=C(N(CC(N(S2(=O)=O)C)CN2CCCCC2)C2=CC=CC=C2)C1)C=1C=CC(=C(C(=O)O)C1)F 5-(7-chloro-2-methyl-1,1-dioxido-5-phenyl-3-(piperidin-1-ylmethyl)-2,3,4,5-tetrahydrobenzo[f][1,2,5]thiadiazepin-8-yl)-2-fluorobenzoic acid